4-piperidyl-[4-[(4R)-4-methyl-2-(1-methyl-pyrazolo[3,4-b]pyridin-4-yl)-3,4-dihydro-1H-isoquinolin-6-yl]piperazin-1-yl]methanone N1CCC(CC1)C(=O)N1CCN(CC1)C=1C=C2[C@H](CN(CC2=CC1)C1=C2C(=NC=C1)N(N=C2)C)C